N-benzyl-3-{8-[(2S)-2-(hydroxymethyl)morpholin-4-yl]-1,5-naphthyridin-2-yl}benzene-1-sulfonamide C(C1=CC=CC=C1)NS(=O)(=O)C1=CC(=CC=C1)C1=NC2=C(C=CN=C2C=C1)N1C[C@H](OCC1)CO